ClC1=NC(=NC(=N1)N1CCOCC1)NC1=CC=C(C=C1)NC(OC(C)(C)C)=O tert-butyl (4-((4-chloro-6-morpholino-1,3,5-triazin-2-yl)amino)phenyl)carbamate